C(C)(C)(C)OC(=O)N1CCN(CC1)C1=NN(C(=C1)C)C1=CC2=C(C(C(O2)(F)F)(F)F)C=C1.C1CC12CCN(CC2)C2=C(C(=O)N)C=CC=C2 6-azaspiro[2.5]oct-6-yl-benzamide tert-butyl-4-[5-methyl-1-(2,2,3,3-tetrafluorobenzofuran-6-yl)pyrazol-3-yl]piperazine-1-carboxylate